3-amino-5-allylthio-1,2,4-thiadiazole NC1=NSC(=N1)SCC=C